C1(=CC=CC=C1)C1=CC=C2C(=N1)N(C(=N2)C=2C(=NC=CC2)N)C2=CC=C(C=C2)CN2CCNCC2 3-[5-phenyl-3-[4-(piperazin-1-ylmethyl)phenyl]imidazo[4,5-b]pyridin-2-yl]pyridin-2-amine